CS(=O)(=O)C1=CC=C(C=C1)C=1N=C(NC1)C1N(CCCC1)C(C(C)SC)=O 1-(2-(4-(4-(Methylsulfonyl)phenyl)-1H-imidazol-2-yl)piperidin-1-yl)-2-(methylsulfanyl)propan-1-one